(R)-1-cyclopropyl-ethanol C1(CC1)[C@@H](C)O